FC(COC=1C=CC2=NN(C(C(=C2N1)C1=CC=C(C=C1)OC(F)F)=O)C=1C=C2C=CC=NC2=CC1)F 6-(2,2-difluoroethoxy)-4-(4-(difluoromethoxy)phenyl)-2-(quinolin-6-yl)pyrido[3,2-c]pyridazin-3(2H)-one